9-((tert-butyldiphenylsilyl)oxy)heptadecane-1,17-dithiol [Si](C1=CC=CC=C1)(C1=CC=CC=C1)(C(C)(C)C)OC(CCCCCCCCS)CCCCCCCCS